4-iodo-1-methyl-3-(trimethylsilyl)pyrazole IC=1C(=NN(C1)C)[Si](C)(C)C